C(C)(C)(C)[Si](OCC1(NCCC2C3=CC=CC=C3N=C12)CO[Si](C)(C)C(C)(C)C)(C)C (3S)-1,1-di(tert-butyl-dimethyl-siloxy)methyl-tetrahydro-beta-carboline